O1CCN(CC1)CCOC1=CC=C(C=C1)N1N=NC(=C1)C1=CC=C(N)C=C1 4-(1-(4-(2-morpholinoethoxy)phenyl)-1H-1,2,3-triazol-4-yl)aniline